ClC=1C(=C(C=CC1)NC1=NC=NC2=CC(=C(C=C12)NC(C=C)=O)C#C[C@@]12CN(C[C@H]2C1)C)F N-(4-((3-chloro-2-fluorophenyl)amino)-7-(((1R,5S)-3-methyl-3-azabicyclo[3.1.0]hexan-1-yl)ethynyl)quinazolin-6-yl)acrylamide